ClC1=CC=C(C=C1)C=1C2=C(NC([C@@H](N1)CC(=O)NCC1=CC=C(C=C1)/C=C/C(=O)NO)=O)SC(=C2C)C (S,E)-3-(4-((2-(5-(4-chlorophenyl)-6,7-dimethyl-2-oxo-2,3-dihydro-1H-thieno[2,3-e][1,4]diazepin-3-yl)acetamido)methyl)phenyl)-N-hydroxyacrylamide